O\C=C/1\[C@H](C2C3CCC=4C=CC=CC4C3CC[C@@]2(C1=O)C)CCC(=O)NC1=NN(C=C1)C 3-((13S,15S,Z)-16-(hydroxymethylene)-13-methyl-17-oxo-7,8,9,11,12,13,14,15,16,17-decahydro-6H-cyclopenta[a]phenanthren-15-yl)-N-(1-methyl-1H-pyrazol-3-yl)propanamide